4-[6-(3,5-dimethylisoxazol-4-yl)-1H-pyrrolo[2,3-b]pyridin-3-yl]-N-[(1S,2S)-2-(3-fluoroazetidin-1-yl)cyclopentyl]-5-(trifluoromethyl)pyrimidin-2-amine CC1=NOC(=C1C1=CC=C2C(=N1)NC=C2C2=NC(=NC=C2C(F)(F)F)N[C@@H]2[C@H](CCC2)N2CC(C2)F)C